CCCCCN1CCCCC1 pentylpiperidine